4-[(2S,5R)-2,5-dimethyl-4-prop-2-enoyl-piperazin-1-yl]-6-fluoro-1-(2-isopropyl-4-methyl-3-pyridyl)-7-(2-isopropylphenyl)pyrido[2,3-d]pyrimidin-2-one C[C@@H]1N(C[C@H](N(C1)C(C=C)=O)C)C=1C2=C(N(C(N1)=O)C=1C(=NC=CC1C)C(C)C)N=C(C(=C2)F)C2=C(C=CC=C2)C(C)C